CNC(C)C1=CC=CC=C1 N-methyl-1-phenylethylamine